C1(CC1)CN1C=2C3=CN=C(C(O[C@@H](C4=CC(=CC=C4C4=NC=NN4CC2C=N1)F)C)=C3)N (19R)-3-(cyclopropylmethyl)-16-fluoro-19-methyl-20-oxa-3,4,8,9,11,23-hexaazapentacyclo[19.3.1.02,6.08,12.013,18]pentacosa-1(24),2(6),4,9,11,13,15,17,21(25),22-decaen-22-amine